4-{5-amino-6-[1-(2,6-dichloro-3-fluoro-phenyl)-ethoxy]-pyrazin-2-yl}-N-((R)-2-hydroxy-3-morpholin-4-yl-propyl)-benzamide NC=1N=CC(=NC1OC(C)C1=C(C(=CC=C1Cl)F)Cl)C1=CC=C(C(=O)NC[C@H](CN2CCOCC2)O)C=C1